6-bromo-2-isobutyl-3,4-dihydroisoquinolin-1-one BrC=1C=C2CCN(C(C2=CC1)=O)CC(C)C